(E)-N-(3-(6-amino-5-(2-(N-methylbut-2-enylamino)ethoxy)pyrimidin-4-yl)-5-fluoro-2-methylphenyl)-4-cyclopropyl-2-fluorobenzamide NC1=C(C(=NC=N1)C=1C(=C(C=C(C1)F)NC(C1=C(C=C(C=C1)C1CC1)F)=O)C)OCCN(C)C\C=C\C